2-(4-isobutylphenyl)-2,4-dimethylpent-4-en-1-imine C(C(C)C)C1=CC=C(C=C1)C(C=N)(CC(=C)C)C